(2R,3S,4R,5R)-2-((R)-(3,4-dichlorophenyl)(hydroxy)methyl)-3-methyl-5-(4-methyl-7H-pyrrolo[2,3-d]pyrimidin-7-yl)tetrahydrofuran-3,4-diol ClC=1C=C(C=CC1Cl)[C@H]([C@H]1O[C@H]([C@@H]([C@@]1(O)C)O)N1C=CC2=C1N=CN=C2C)O